(3aR,5s,6aS)-N-(6-(2-methyl-2H-indazol-5-yl)-4-(trifluoro-methyl)pyridazin-3-yl)-2-((tetrahydro-2H-pyran-4-yl)methyl)octahydro-cyclopenta[c]pyrrol-5-d-5-amine CN1N=C2C=CC(=CC2=C1)C1=CC(=C(N=N1)NC1(C[C@@H]2[C@@H](CN(C2)CC2CCOCC2)C1)[2H])C(F)(F)F